O=C1N(CCC(N1)=O)C1=NN(C2=CC(=CC=C12)C1=CCCN(C1)C(=O)OC(C)(C)C)C tert-butyl 5-[3-(2,4-dioxohexahydropyrimidin-1-yl)-1-methyl-indazol-6-yl]-3,6-dihydro-2H-pyridine-1-carboxylate